[Si](C)(C)(C(C)(C)C)O[C@@H]1CN(CC[C@@H]1N1C([C@@H](CC1)O)=O)C1=NC=C(C=N1)C(F)(F)F (R)-1-((3R,4S)-3-((tert-butyldimethylsilyl)oxy)-1-(5-(trifluoromethyl)pyrimidin-2-yl)piperidin-4-yl)-3-hydroxypyrrolidin-2-one